1,1,1,2,3,3,3-heptafluoro-2-(1,1,2,2-tetrafluoro-2-iodoethoxy)propane FC(C(C(F)(F)F)(OC(C(I)(F)F)(F)F)F)(F)F